N-methyl-N,N-dioctylammonium [tetrakis(perfluorophenyl) borate] FC1=C(C(=C(C(=C1F)F)F)F)[B-](C1=C(C(=C(C(=C1F)F)F)F)F)(C1=C(C(=C(C(=C1F)F)F)F)F)C1=C(C(=C(C(=C1F)F)F)F)F.C[NH+](CCCCCCCC)CCCCCCCC